C(CCCCCCCCC)C=1C(=C(C(C(=O)[O-])=CC1)C(=O)[O-])C(CCCCCC)CCC n-Decyl(1-propylheptyl)phthalat